Z,Z-10,12-hexadecadienal C(CCCCCCCC\C=C/C=C\CCC)=O